CC1=C(C(=C(N1)CC2=C(C(=CN2)CCC(=O)O)CC(=O)O)CCC(=O)O)CC(=O)O The molecule is a tetracarboxylic acid. It has a role as a cofactor and a prosthetic group. It is a conjugate acid of a dipyrromethane cofactor(4-). It derives from a hydride of a dipyrromethane.